CN1C(C(CCC1=O)N1C(C2=CC=C(C=C2C1=O)N1CCN(CC1)C(=O)OC(C)(C)C)=O)=O tert-butyl 4-[2-(1-methyl-2,6-dioxopiperidin-3-yl)-1,3-dioxo-2,3-dihydro-1H-isoindol-5-yl]piperazine-1-carboxylate